COC(=O)C1(CCN(CC1)CC1=C(C=C(C=C1C)C1CN(C1)C(=O)OC(C)(C)C)C)C.N1=CC=CC=2C(=CC=CC12)OCC(=O)NN 2-(quinoline-5-oxy)acethydrazide methyl-1-(4-(1-(tert-butoxycarbonyl)azetidin-3-yl)-2,6-dimethylbenzyl)-4-methylpiperidine-4-carboxylate